1-((1r,3r)-3-fluorocyclobutyl)-6-oxo-4-(toluenesulfonyloxy)-1,6-dihydropyridine-3-carboxylic acid methyl ester COC(=O)C1=CN(C(C=C1OS(=O)(=O)CC1=CC=CC=C1)=O)C1CC(C1)F